C1(=CC=CC=C1)C1=NC(=NC(=N1)C1=CC=CC=C1)C1=CC(=CC=C1)C=1C2=CC=CC=C2C(=C2C=CC=CC12)C=1C=NC=CC1 2,4-Diphenyl-6-(3-(10-(pyridin-3-yl)anthracen-9-yl)phenyl)-1,3,5-triazine